CC=1C=C(C=C(C1)C)N(S(=O)(=O)C#CC1=CC=CC=C1)C N-(3,5-dimethylphenyl)-N-methyl-2-phenylacetylene-1-sulfonamide